tris(laurate) aluminum [Al+3].C(CCCCCCCCCCC)(=O)[O-].C(CCCCCCCCCCC)(=O)[O-].C(CCCCCCCCCCC)(=O)[O-]